C=CCO The molecule is a propenol in which the C=C bond connects C-2 and C-3. It is has been found in garlic (Allium sativum). Formerly used as a herbicide for the control of various grass and weed seeds. It has a role as an insecticide, a herbicide, an antibacterial agent, a fungicide and a plant metabolite. It is a primary allylic alcohol and a propenol.